tert-butyl N-[3-[4-[[1-[1-(2,6-dioxo-3-piperidyl)-3-methyl-2-oxo-benzimidazol-4-yl]-4-piperidyl]methyl]piperazin-1-yl]cyclobutyl]carbamate O=C1NC(CCC1N1C(N(C2=C1C=CC=C2N2CCC(CC2)CN2CCN(CC2)C2CC(C2)NC(OC(C)(C)C)=O)C)=O)=O